NC1=C(C=C(C=C1)C1=CC=CC=C1)NC(OC(C)(C)C)=O tert-butyl (4-amino-[1,1'-biphenyl]-3-yl)carbamate